4,5,6-tris(benzyloxy)-2-nitrocyclohexan-1-ol C(C1=CC=CC=C1)OC1CC(C(C(C1OCC1=CC=CC=C1)OCC1=CC=CC=C1)O)[N+](=O)[O-]